4-(7-(2,2'-dimethyl-3'-((3-vinyl-1,7-naphthyridin-8-yl)amino)-[1,1'-biphenyl]-3-yl)-[1,2,4]triazolo[4,3-a]pyridin-3-yl)benzaldehyde CC1=C(C=CC=C1C1=CC=2N(C=C1)C(=NN2)C2=CC=C(C=O)C=C2)C2=C(C(=CC=C2)NC=2N=CC=C1C=C(C=NC21)C=C)C